C[Si](C1(C=C(C2=CC=CC=C12)CC(CCCC)CC)[Li])(C1C=C(C2=CC=CC=C12)C)C 1-(dimethyl-(3-methyl-1H-inden-1-yl)silyl)-3-(2-ethylhexyl)-1H-inden-1-yl-lithium